COC(C=1C(C(=O)OC)=CC=CC1)=O phthalic acid 1,2-dimethyl ester